N-cyclopentyl-2-{methyl[2-(4-methylpyridin-2-yl)-5H,6H,7H-cyclopenta[d]pyrimidin-4-yl]amino}acetamide C1(CCCC1)NC(CN(C=1C2=C(N=C(N1)C1=NC=CC(=C1)C)CCC2)C)=O